C[As](=O)(C1=C(C=CC=C1)[As](=O)(C)C)C 1,2-bis(dimethylarsinyl)benzene